C(CCCC)OC(=O)C1=C(C=CC=C1)C1C2C=CC(C1)C2=O 5-(n-pentyloxycarbonylphenyl)-7-oxo-bicyclo[2.2.1]Hept-2-ene